4-Isopropoxy-6-(1-piperazinyl)indole-2-carboxylic acid methyl ester COC(=O)C=1NC2=CC(=CC(=C2C1)OC(C)C)N1CCNCC1